O1[C@H]2C([C@H](C1)C(N1C[C@@H]3[C@H](C1)CC(C3)NC=3N=NC(=CC3)C3=C(C(=CC(=C3)F)F)F)([2H])[2H])CCC2 (3aR,5s,6aS)-2-(((3S,6aR)-hexahydro-2H-cyclopenta[b]furan-3-yl)methyl-d2)-N-(6-(2,3,5-trifluorophenyl)pyridazin-3-yl)octahydrocyclopenta[c]pyrrol-5-amine